ClC1(C(C1)C1=C(C(=O)NC2=NC=NS2)C=CC=C1)Cl 2-(2,2-dichlorocyclopropyl)-N-(1,2,4-thiadiazol-5-yl)benzamide